FC=1C(=NC(=NC1)NC1=CC(=NC=C1)CCC(=O)OC)C1=CNC2=C(C=CC=C12)NC([C@@H](COC)N1CCN(CC1)C)=O methyl 3-[4-[(5-fluoro-4-[7-[(R)-3-methoxy-2-(4-methylpiperazin-1-yl)propanamido]-1H-indol-3-yl]pyrimidin-2-yl)amino]pyridin-2-yl]propanoate